O=C1NC(CCC1N1C(C2=CC=C(C=C2C1=O)CN1CCN(CC1)C1=NC=CC=C1F)=O)=O 2-(2,6-dioxopiperidin-3-yl)-5-((4-(3-fluoropyridin-2-yl)piperazin-1-yl)methyl)isoindoline-1,3-dione